N(C(=N)N)C1CC(C1)C(=O)O 3-carbamimidamidocyclobutane-1-carboxylic acid